CN1C(SC[C@@H]1C(=O)O)[C@H]1N=C(SC1)C1=CC=CC=C1 (4S)-3-methyl-2-((S)-2-phenyl-4,5-dihydrothiazol-4-yl)thiazolidine-4-carboxylic acid